6-fluoro-4-oxo-7-(3H-[1,2,3]triazolo[4,5-b]pyridin-3-yloxy)-N-[(2S)-1,1,1-trifluoro-butan-2-yl]-1-(2,4,6-trifluorophenyl)-1,4-dihydro-1,8-naphthyridine-3-carboxamide FC=1C=C2C(C(=CN(C2=NC1ON1N=NC=2C1=NC=CC2)C2=C(C=C(C=C2F)F)F)C(=O)N[C@H](C(F)(F)F)CC)=O